NC=1N=CC2=C(N1)C=C(N=C2)C=2C=NC(=CC2)N2CCN(CC2)C2CC2 2-amino-7-(6-(4-cyclopropylpiperazin-1-yl)pyridin-3-yl)pyrido[4,3-d]pyrimidine